(1R,2S)-N-(4-(2,6-dimethoxyphenyl)-5-(3-pyridinyl)-4H-1,2,4-triazol-3-yl)-1-methoxy-1-(5-methyl-2-pyrimidinyl)-2-propanesulfonamide COC1=C(C(=CC=C1)OC)N1C(=NN=C1C=1C=NC=CC1)NS(=O)(=O)[C@H]([C@@H](C1=NC=C(C=N1)C)OC)C